BrC=1C=C(C=C(C1OC)Br)C[C@@H](COC(=O)OC1=CC=C(C=C1)[N+](=O)[O-])NC(OCC1C2=CC=CC=C2C=2C=CC=CC12)=O (9H-fluoren-9-yl)methyl (S)-(1-(3,5-dibromo-4-methoxyphenyl)-3-(((4-nitrophenoxy)carbonyl)oxy)propan-2-yl)carbamate